N6-hydroxy-4-(4-methoxybenzyl)-N2-methyl-3,4-dihydro-2H-benzo[b][1,4]oxazine-2,6-dicarboxamide ONC(=O)C1=CC2=C(OC(CN2CC2=CC=C(C=C2)OC)C(=O)NC)C=C1